C1(=CC=CC=C1)NC=1C2=C(N=CN1)C=CS2 N-phenylthieno[3,2-d]pyrimidin-4-amine